C(C)(C)C1(C=CC=C1)[Ti](N(CC)CC)(N(CC)CC)N(CC)CC (isopropyl-cyclopentadienyl)tris(diethylamino)titanium